N-((R)-3-methoxy-1-(((R)-3-methyl-1-((3aS,4S,6S,7aR)-3a,5,5-trimethylhexahydro-4,6-methanobenzo[d][1,3,2]dioxaborol-2-yl)butyl)amino)-1-oxopropan-2-yl)pyrazine-2-carboxamide COC[C@H](C(=O)N[C@@H](CC(C)C)B1O[C@@]2([C@H](O1)C[C@H]1C([C@@H]2C1)(C)C)C)NC(=O)C1=NC=CN=C1